OC=1C(C2=CC=CC=C2C(C1CC1=NC=C(C=C1)C(F)(F)F)=O)=O hydroxy-3-((5-(trifluoromethyl)pyridin-2-yl)methyl)naphthalene-1,4-dione